N1=CC(=CC=C1)C(C)NC1=CC=CC=C1 N-[1-(3-pyridyl)ethyl]aniline